FC=1C=2N(C=C(C1)C=1NC(C3=C(N1)SC(=C3)C3CCN(CC3)C)=O)C=C(N2)C 2-(8-fluoro-2-methylimidazo[1,2-a]pyridin-6-yl)-6-(1-methylpiperidin-4-yl)thieno[2,3-d]pyrimidin-4(3H)-one